N-isopropyl-N-methyl-4-((4-oxoquinazolin-3(4H)-yl)methyl)benzamide C(C)(C)N(C(C1=CC=C(C=C1)CN1C=NC2=CC=CC=C2C1=O)=O)C